Cl.C(C)(C)(C)OC(=O)N[C@@H](C(=O)O)CC1=CNC2=CC=CC=C12 (R)-2-((tert-butoxycarbonyl)amino)-3-(1H-indol-3-yl)propionic acid hydrochloride